IC1=NN(C2=CC=C(C=C12)C(=O)OC)C methyl 3-iodo-1-methylindazole-5-carboxylate